CC=1OC2(CC1)C(CCCC2(C)C)C 2,6,10,10-tetramethyl-1-oxaspiro[4.5]decene